OC1(CCC(CC1)NS(=O)(=O)C1=CC(=C(C=C1)C)B1OC(C(O1)(C)C)(C)C)C N-((1r,4r)-4-hydroxy-4-methylcyclohexyl)-4-methyl-3-(4,4,5,5-tetramethyl-1,3,2-dioxaborolan-2-yl)benzenesulfonamide